N-((2-methylquinolin-6-yl)methyl)-N-(tetrahydro-2H-pyran-4-yl)methanesulfonamide CC1=NC2=CC=C(C=C2C=C1)CN(S(=O)(=O)C)C1CCOCC1